(S)-2-(2-hydroxy-5-(trifluoromethyl)phenyl)-5-phenyl-2,5,6,7-tetrahydro-3H-pyrrolo[2,1-c][1,2,4]triazol-3-one OC1=C(C=C(C=C1)C(F)(F)F)N1N=C2N(C1=O)[C@@H](CC2)C2=CC=CC=C2